C1(CCC1)N1CCC(CC1)C(=O)C1=CC=CC(=N1)NC(C1=C(C=C(C=C1)F)F)=O N-(6-(1-cyclobutylpiperidine-4-carbonyl)pyridin-2-yl)-2,4-difluorobenzamide